2-(tert-Butyl)-3,6-dimethylphenol C(C)(C)(C)C1=C(C(=CC=C1C)C)O